2-cyclopropyl-2-((tributylstannyl)methoxy)ethan-1-amine C1(CC1)C(CN)OC[Sn](CCCC)(CCCC)CCCC